ClC=1C=C2C(=NC1)[C@]1([C@@](O2)([C@@H]([C@H]([C@H]1O)C(=O)O)C1=CC=CC=C1)C1=CC=C(C=C1)C(F)(F)F)O |r| rac-(5aR,6S,7R,8R,8aS)-3-chloro-8,8a-dihydroxy-6-phenyl-5a-(4-(trifluoromethyl)phenyl)-5a,7,8,8a-tetrahydro-6H-cyclopenta[4,5]furo[3,2-b]pyridine-7-carboxylic acid